4-oxo-4-phenyl-2-(p-tolyl)butyronitrile O=C(CC(C#N)C1=CC=C(C=C1)C)C1=CC=CC=C1